N-(β-aminoethyl)-β-aminoethyltriethoxysilane NCCNCC[Si](OCC)(OCC)OCC